7-chloro-N-({6-methylimidazo[1,2-a]pyridin-2-yl}methyl)-4-oxo-4H-pyrido[1,2-a]pyrimidine-2-carboxamide ClC=1C=CC=2N(C(C=C(N2)C(=O)NCC=2N=C3N(C=C(C=C3)C)C2)=O)C1